5-(4-(4-chlorobenzyl)-5-methyl-4H-1,2,4-triazol-3-yl)-3-methyl-1H-indazole ClC1=CC=C(CN2C(=NN=C2C)C=2C=C3C(=NNC3=CC2)C)C=C1